C[C@@H]1CCCCCCCCC[C@@H](C(/C=C/C(O1)=O)=O)OC(CCC(=O)O)=O 4-(((6S,16R,E)-16-methyl-2,5-dioxooxacyclohexadec-3-en-6-yl)oxy)-4-oxobutanoic acid